2-Amino-7-fluoro-4-(5-fluoro-3-((S)-7-(methylamino)-5-azaspiro[2.4]heptan-5-yl)-7,9-dihydrofuro[3,4-f]quinazolin-6-yl)thieno[3,2-c]pyridine-3-carbonitrile NC1=C(C=2C(=NC=C(C2S1)F)C=1C2=C(C=3C=NC(=NC3C1F)N1CC3(CC3)[C@@H](C1)NC)COC2)C#N